(1RS,6SR)-4,6-dimethyl-3-cyclohexene-1-carbaldehyde CC1=CC[C@H]([C@H](C1)C)C=O |r|